ClC1=NN(C(=C1O)C(=O)NN(C(=O)OC)CC1=C(C=C(C=C1)C)C)C methyl 2-(3-chloro-4-hydroxy-1-methyl-1H-pyrazole-5-carbonyl)-1-(2,4-dimethylbenzyl)hydrazine-1-carboxylate